4-butanediyl bis(4-methylbenzenesulfonate) CC1=CC=C(C=C1)S(=O)(=O)OCCCCOS(=O)(=O)C1=CC=C(C=C1)C